(R)-3-(4-(tert-butoxycarbonyl)-2-(2-methoxy-2-oxoethyl)piperazin-1-yl)benzoic acid C(C)(C)(C)OC(=O)N1C[C@H](N(CC1)C=1C=C(C(=O)O)C=CC1)CC(=O)OC